N[C@@H]1CN(C[C@H]1OC)C1CCN(CC1)C1=CC=C(C(=N1)N(C)C)C=1C=C(C=2N(C1)C=CN2)C 6-[4-[(3R,4R)-3-amino-4-methoxy-pyrrolidin-1-yl]-1-piperidinyl]-N,N-dimethyl-3-(8-methylimidazo[1,2-a]pyridin-6-yl)pyridin-2-amine